(R)-3-tert-butoxycarbonylamino-4-(2,4,5-trifluorophenyl)-butyric acid C(C)(C)(C)OC(=O)N[C@@H](CC(=O)O)CC1=C(C=C(C(=C1)F)F)F